S(=O)=CC(C)(C)NC([O-])=O sulfinyl-tert-butylcarbamate